(1S,3S,5R)-5-((allyloxy)methyl)-N-(3-((allyloxy)methyl)-6-bromopyridin-2-yl)-2-azabicyclo[3.1.0]hexane-3-carboxamide TFA salt OC(=O)C(F)(F)F.C(C=C)OC[C@@]12C[C@H](N[C@H]2C1)C(=O)NC1=NC(=CC=C1COCC=C)Br